FC=1C=C2C(NN=C(C2=CC1F)[C@@H](C)N(C(=O)C=1NC2=CC(=CC=C2C1)F)C)=O |r| Racemic-N-(1-(6,7-difluoro-4-oxo-3,4-dihydrophthalazin-1-yl)ethyl)-6-fluoro-N-methyl-1H-indole-2-carboxamide